tert-butyl (2-(3-(5-((4-(4-(trifluoromethyl)thiazol-2-yl)piperazin-1-yl)sulfonyl)indoline-1-carbonyl)phenoxy)ethyl)carbamate FC(C=1N=C(SC1)N1CCN(CC1)S(=O)(=O)C=1C=C2CCN(C2=CC1)C(=O)C=1C=C(OCCNC(OC(C)(C)C)=O)C=CC1)(F)F